FC(C1(OCCN1)C(F)(F)F)(F)F 2,2-bis(trifluoromethyl)-1,3-oxazolidin